ClC1=C(C=C(OC2CN(C2)C(=O)OC(C)(C)C)C=C1)C(F)(F)F tert-Butyl 3-[4-chloro-3-(trifluoromethyl)phenoxy]azetidine-1-carboxylate